Ethyl 1-(1-methoxyethyl)cyclobutane-1-carboxylate COC(C)C1(CCC1)C(=O)OCC